FC(C(C(C(C(C(C(CCS)(F)F)(F)F)(F)F)(F)F)(F)F)(F)F)(C(F)(F)F)F 2-(heptadecafluorooctyl)ethanethiol